CC1=C(C=CC=C1C=1OC2=C(N1)C=C(C=C2)CN2[C@@H](CCCC2)C(=O)O)C2=CC=CC=C2 (2S)-1-{[2-(2-Methylbiphenyl-3-yl)-1,3-benzoxazol-5-yl]methyl}piperidine-2-carboxylic acid